BrC1=CC=C(C=C1)C1(OC=2C=CC3=C(C2C=C1)C=CC(=C3)C3=CC=C(N(C1=CC=CC=C1)C1=CC=CC=C1)C=C3)C3=CC=CC=C3 4-(3-(4-bromophenyl)-3-phenyl-3H-benzo[f]chromen-8-yl)-N,N-diphenylaniline